[3-(trifluoromethyl)phenyl]boronic acid FC(C=1C=C(C=CC1)B(O)O)(F)F